methyl-5-(trifluoromethyl)-1H-pyrazol-3-amine CN1N=C(C=C1C(F)(F)F)N